Methyl ((S)-1-((S)-3-(((S)-6,6-difluoro-1,2-dioxo-1-((pyridin-4-ylmethyl)amino)heptan-3-yl)carbamoyl)-2-azaspiro[4.5]decan-2-yl)-3,3-dimethyl-1-oxobutan-2-yl)carbamate FC(CC[C@@H](C(C(NCC1=CC=NC=C1)=O)=O)NC(=O)[C@H]1N(CC2(C1)CCCCC2)C([C@H](C(C)(C)C)NC(OC)=O)=O)(C)F